tert-butyl 4-(6-bromo-3-methoxy-2-pyridyl)piperazine-1-carboxylate BrC1=CC=C(C(=N1)N1CCN(CC1)C(=O)OC(C)(C)C)OC